(E)-4-(dimethylamino)-1-(4-(4-((3-methyl-4-((1-methyl-1H-benzo[d]imidazol-5-yl)oxy)phenyl)amino)pyrrolo[2,1-f][1,2,4]triazin-5-yl)piperazin-1-yl)but-2-en-1-one CN(C/C=C/C(=O)N1CCN(CC1)C=1C=CN2N=CN=C(C21)NC2=CC(=C(C=C2)OC2=CC1=C(N(C=N1)C)C=C2)C)C